CC=1[C@H]2C([C@@H](CC1)C2)(C)C (1S,5S)-2,6,6-Trimethylbicyclo[3.1.1]-2-hepten